2'-((4-(pyrrolidin-1-yl)butyl)thio)-1'h-spiro[cyclopropane-1,4'-quinazoline] N1(CCCC1)CCCCSC=1NC2=CC=CC=C2C2(N1)CC2